3α-(tert-butyldimethylsilyloxy)-5β-androstan-17β-ol [Si](C)(C)(C(C)(C)C)O[C@H]1C[C@H]2CC[C@H]3[C@@H]4CC[C@@H]([C@@]4(C)CC[C@@H]3[C@]2(CC1)C)O